S(=O)O sulphanic acid